NC1CCC(CC1)CN(S(=O)(=O)C1=CC=C(C=C1)[N+](=O)[O-])CC1=CC=CC=C1 N-(((1r,4r)-4-aminocyclohexyl)methyl)-N-benzyl-4-nitrobenzenesulfonamide